N-[5-(aminomethyl)-2-methanesulfonylphenyl]-8-(1-methyl-1H-indol-5-yl)quinoxalin-6-amine NCC=1C=CC(=C(C1)NC=1C=C2N=CC=NC2=C(C1)C=1C=C2C=CN(C2=CC1)C)S(=O)(=O)C